C1(=CC=CC=C1)N1N=C(C(=C1)C(=O)C1=CC(=CC=C1)Br)C(=O)C1=CC(=CC=C1)Br (1-phenyl-1H-pyrazole-3,4-diyl)bis((3-bromophenyl)methanone)